FC1(CCN(CC1)C1=CC(=CS1)C(=O)NC1=C(C=C(C=C1)NS(=O)(=O)CCO)N1CCC2(CC2)CC1)F 5-(4,4-difluoropiperidin-1-yl)-N-(4-((2-hydroxyethyl)sulfonylamino)-2-(6-azaspiro[2.5]octane-6-yl)phenyl)thiophene-3-carboxamide